3,5-diamino-N-(N-(4-(4'-(3-((2-(bis((2S,3R,4R,5R)-2,3,4,5,6-pentahydroxyhexyl)amino)ethyl)amino)propyl)-[1,1'-biphenyl]-4-yl)butyl)carbamimidoyl)-6-chloropyrazine-2-carboxamide NC=1C(=NC(=C(N1)N)Cl)C(=O)NC(NCCCCC1=CC=C(C=C1)C1=CC=C(C=C1)CCCNCCN(C[C@@H]([C@H]([C@@H]([C@@H](CO)O)O)O)O)C[C@@H]([C@H]([C@@H]([C@@H](CO)O)O)O)O)=N